FC(C(=O)O)(F)F.C1(CC1)C=1SC=2CN[C@@H](CC2N1)C (R)-2-cyclopropyl-6-methyl-4,5,6,7-tetrahydrothiazolo[5,4-c]pyridine trifluoroacetate